O=C1NC(CCC1N1C(N(C2=C1C=CC(=C2)CCCOCC(C=O)F)C)=O)=O 3-[3-[1-(2,6-dioxopiperidin-3-yl)-3-methyl-2-oxo-1,3-benzodiazol-5-yl]propoxy]-2-fluoropropanal